1-(1,3-thiazol-2-yl)-1,4-dihydro-1,8-naphthyridine-3-carboxylic acid ethyl ester C(C)OC(=O)C1=CN(C2=NC=CC=C2C1)C=1SC=CN1